N-(3-bromo-1-methyl-1H-pyrrolo[2,3-c]pyridin-5-yl)propanamide BrC1=CN(C2=CN=C(C=C21)NC(CC)=O)C